ClC1=C2CCN([C@@H](C2=C(C=C1)OCC=1N=NC=CC1)CN1C(CCC1)=O)C(=O)[C@H]1[C@H](CCCC1)C(=O)NC (1s,2r)-2-((S)-5-chloro-1-((2-oxopyrrolidin-1-yl)methyl)-8-(pyridazin-3-ylmethoxy)-1,2,3,4-tetrahydroisoquinoline-2-carbonyl)-N-methylcyclohexane-1-carboxamide